8-[1-(Ethylsulfonyl)-1H-indol-4-yl]-7-methoxy-1,4,4-trimethyl-9-(trifluoromethyl)-5H-[1,2,4]triazolo[4,3-a]quinoxaline C(C)S(=O)(=O)N1C=CC2=C(C=CC=C12)C1=C(C=C2NC(C=3N(C2=C1C(F)(F)F)C(=NN3)C)(C)C)OC